NCC(C)(C)CN 2,2-bis(aminomethyl)propane